(S)-(7-bromo-2,3-dihydrobenzo[b][1,4]dioxin-2-yl)methanol BrC=1C=CC2=C(O[C@H](CO2)CO)C1